C(C1=CC=CC=C1)SC(CCCCC(=O)O)CCSCC1=CC=CC=C1 6,8-BISBENZYLTHIO-OCTANOIC ACID